C1C(CC2=CC=CC=C12)NC(=O)C=1C(=NC=CN1)NC(=O)N1CCC(CC1)NC(OC(C)(C)C)=O tert-butyl (1-((3-((2,3-dihydro-1H-inden-2-yl)carbamoyl)pyrazin-2-yl)carbamoyl)piperidin-4-yl)carbamate